FC(C(=O)NC1=NNC(=C1)OC(C)NC1=C(C=CC=C1)F)(F)F 2,2,2-trifluoro-N-(5-(2-((2-fluorophenyl)amino)-2-ethoxy)-1H-pyrazol-3-yl)acetamide